CN(C1=NC2=CC=C(C=C2C(=C1)C1=CC=CC=C1)CCC1=CC=CC=C1)C1=NN=NN1 N-methyl-6-phenethyl-4-phenyl-N-(1H-tetrazol-5-yl)quinolin-2-amine